7'-(4-hydroxybicyclo[2.2.1]heptan-1-yl)-2'-(methylthio)spiro[cyclopropane-1,5'-pyrrolo[2,3-d]pyrimidine]-6'(7'H)-one OC12CCC(CC1)(C2)N2C(C1(C3=C2N=C(N=C3)SC)CC1)=O